6-(3-methyl-1-tosyl-1H-pyrrolo[2,3-c]pyridin-4-yl)-1,2,3,4-tetrahydroisoquinoline CC1=CN(C2=CN=CC(=C21)C=2C=C1CCNCC1=CC2)S(=O)(=O)C2=CC=C(C)C=C2